BrCCCCCCSC(C1=CC=CC=C1)(C1=CC=CC=C1)C1=CC=CC=C1 1-bromo-6-(triphenylmethyl)mercaptohexane